C(C)(C)(C)C1=CC(=C(C=C1)C=1N(C(C(N1)(C)C1=CC=C(C=C1)Cl)(C)C1=CC=C(C=C1)Cl)C(=O)N1CCN(CC1)CCCS(=O)(=O)C)OCC (2-(4-(tert-butyl)-2-ethoxyphenyl)-4,5-bis(4-chlorophenyl)-4,5-dimethyl-4,5-dihydro-1H-imidazol-1-yl)(4-(3-(methylsulfonyl)propyl)piperazin-1-yl)methanone